Cl.Cl.N1CCC(CCC1)N1CC2=CC=CC=C2CC1 2-(azepan-4-yl)-1,2,3,4-tetrahydroisoquinoline dihydrochloride